methyl 4-[3-[2,6-dichloro-4-(6-cyano-2-azaspiro[3.3]heptan-2-yl)benzoyl]-2,4-dihydro-1,3-benzoxazin-8-yl]-5-fluoro-2-(3-oxa-8-azabicyclo[3.2.1]octan-8-yl)benzoate ClC1=C(C(=O)N2COC3=C(C2)C=CC=C3C3=CC(=C(C(=O)OC)C=C3F)N3C2COCC3CC2)C(=CC(=C1)N1CC2(C1)CC(C2)C#N)Cl